N-[5-[1-(dimethylcarbamoyl)-3,6-dihydro-2H-pyridin-5-yl]-4-fluoro-2-[rac-(3R,5S)-3,4,5-trimethylpiperazin-1-yl]phenyl]-6-oxo-4-(trifluoromethyl)-1H-pyridine-3-carboxamide CN(C(=O)N1CCC=C(C1)C=1C(=CC(=C(C1)NC(=O)C1=CNC(C=C1C(F)(F)F)=O)N1C[C@H](N([C@H](C1)C)C)C)F)C |r|